2-azidocyclopentyloxy(carbonyl)-L-lysine N(=[N+]=[N-])C1C(CCC1)OC(=O)N[C@@H](CCCCN)C(=O)O